2,5-Dioxopyrrolidin-1-yl 6-((4-(2-(3-chlorobenzyl)-5-methyloxazol-4-yl)phenoxy)methyl)nicotinate ClC=1C=C(CC=2OC(=C(N2)C2=CC=C(OCC3=NC=C(C(=O)ON4C(CCC4=O)=O)C=C3)C=C2)C)C=CC1